3-(5-(3-cyano-6-ethoxypyrazolo[1,5-a]pyridin-4-yl)pyridin-2-yl)-3,6-diazabicyclo[3.1.1]heptane-6-carboxylic acid tert-butyl ester C(C)(C)(C)OC(=O)N1C2CN(CC1C2)C2=NC=C(C=C2)C=2C=1N(C=C(C2)OCC)N=CC1C#N